behenyl phosphite P(OCCCCCCCCCCCCCCCCCCCCCC)([O-])[O-]